(3aS,8bR)-2-Benzyl-1,2,3,3a,5,8b-hexahydro-4H-pyrrolo[3,4-d]thieno[2,3-b]pyridin-4-one C(C1=CC=CC=C1)N1C[C@H]2C3=C(NC([C@@H]2C1)=O)SC=C3